C1(=CC=CC=C1)C=1C(=NC=CC1)N PHENYLPYRIDIN-amine